S(C1=C(C(=O)O)C(=CC=C1C)C(C)(C)C)C1=C(C(=O)O)C(=CC=C1C)C(C)(C)C thiobis(3-methyl-6-tert-butyl-benzoic acid)